{2-methyl-[1,1'-biphenyl]-3-yl}methanol CC1=C(C=CC=C1CO)C1=CC=CC=C1